CNC=1N=CC(=C2C=C(N=CC12)NC(=O)C1CC1)C1=CNC2=NC=CC=C21 N-(8-(methylamino)-5-(1H-pyrrolo[2,3-b]pyridin-3-yl)-2,7-naphthyridin-3-yl)cyclopropanecarboxamide